5-bromo-N-(4-bromo-3-fluorophenyl)furan-2-carboxamide BrC1=CC=C(O1)C(=O)NC1=CC(=C(C=C1)Br)F